5-amino-4-bromo-2-cyano-N-[2-(dimethylamino)ethyl]-1-benzofuran-6-carboxamide NC=1C(=CC2=C(C=C(O2)C#N)C1Br)C(=O)NCCN(C)C